3-phenyl-prop-2-en-1-ol C1(=CC=CC=C1)C=CCO